COC1=CC(=CC2=C1N(C(=N2)C=2N(C=CC2)C2=CC=CC=C2)C)C(=O)N2C[C@@H](CCC2)N (3R)-1-[7-Methoxy-1-methyl-2-(1-phenyl-1H-pyrrol-2-yl)-1H-1,3-benzodiazole-5-carbonyl]piperidin-3-amine